3-fluoro-5-(1-fluoro-1-methyl-ethyl)pyridine FC=1C=NC=C(C1)C(C)(C)F